4-cyano-N-(4-(3-cyanophenyl)pyridin-2-yl)morpholine-2-carboxamide C(#N)N1CC(OCC1)C(=O)NC1=NC=CC(=C1)C1=CC(=CC=C1)C#N